2-(3-chloro-4-(1,1-difluoroethyl)phenyl)acetic acid ClC=1C=C(C=CC1C(C)(F)F)CC(=O)O